1-bromo-2,6-di-t-butylnaphthalene BrC1=C(C=CC2=CC(=CC=C12)C(C)(C)C)C(C)(C)C